FC1=NC(=CC=C1CC(C)(O)C)F (2,6-Difluoropyridin-3-yl)-2-methylpropan-2-ol